FC1=C(C2=C(C(N([C@H]3C=4N([C@@H]2C3)C3=C(N4)C=CC(=C3)C=3C=NC(=NC3)C(C)(C)O)C([2H])([2H])[2H])=O)C=C1)C#CC (7R,14R)-2-fluoro-11-(2-(2-hydroxypropan-2-yl)pyrimidin-5-yl)-6-(methyl-d3)-1-(prop-1-yn-1-yl)-6,7-dihydro-7,14-methanobenzo[f]benzo[4,5]imidazo[1,2-a][1,4]diazocin-5(14H)-one